cyclopropyl-(2-((3-ethyl-2-fluorophenyl)amino)-2-oxoethyl)-1H-indazole-3-carboxamide C1(CC1)C1=C2C(=NN(C2=CC=C1)CC(=O)NC1=C(C(=CC=C1)CC)F)C(=O)N